C(C)(C)(C)N(CC(=O)O)C(=O)C1=CC=NC2=CC=C(C=C12)Br.FC1=C(C=CC=C1)CC(=O)NC1=CC(=C(C=C1)C=1OC(=NN1)C(F)(F)F)S(N)(=O)=O 2-(2-fluorophenyl)-N-{3-sulfamoyl-4-[5-(trifluoromethyl)-1,3,4-oxadiazol-2-yl]phenyl}acetamide tert-butyl-(6-bromoquinoline-4-carbonyl)glycinate